C(C)NCC(N)N N-ethyl-diaminoethyl-amine